FC1=C(C=CC=C1)C1=C(C(=CN1S(=O)(=O)C=1C=NC(=CC1)C)CN(C(OC(C)(C)C)=O)C)OC tert-butyl ((5-(2-fluorophenyl)-4-methoxy-1-((6-methylpyridin-3-yl)sulfonyl)-1H-pyrrol-3-yl)methyl)(methyl)carbamate